C(C)(=O)ON=C(C(=O)C=1C=CC=2N(C3=CC=C(C=C3C2C1)C(=O)C=1OC=CC1)CC)CC1CCCCC1 3-Cyclohexyl-1-[9-ethyl-6-(2-furanylcarbonyl)-9H-Carbazole-3-yl]-1,2-propanedione-2-(O-acetyloxime)